sodium 1-allyloxy-2-hydroxypropane-sulfonate C(C=C)OC(C(C)O)S(=O)(=O)[O-].[Na+]